N-(4-ethylphenyl)-N-isobutyl-4-methyl-2-(tetrahydro-2H-pyran-4-yl)chroman-6-sulfonamide C(C)C1=CC=C(C=C1)N(S(=O)(=O)C=1C=C2C(CC(OC2=CC1)C1CCOCC1)C)CC(C)C